C(N)(OCC(=C(F)C(C)(C)C)COC=1N=CC=2C(N(CCC2C1)C1CC1)=O)=O tert-butyl-(2-(((7-cyclopropyl-8-oxo-5,6,7,8-tetrahydro-2,7-naphthyridin-3-yl) oxy) methyl)-3-fluoroallyl) carbamate